N(=[N+]=[N-])CC(CC1=C2C=CN(C2=CC(=C1OC=1C=CC(=C(C#N)C1)F)F)S(=O)(=O)C1=CC=C(C)C=C1)O 5-((4-(3-Azido-2-hydroxypropyl)-6-fluoro-1-tosyl-1H-indol-5-yl)oxy)-2-fluorobenzonitrile